N-cyclohexyl-3-{2-[4-(difluoromethyl)piperidin-1-yl]-1H-benzimidazol-1-yl}-N-ethylpropanamide C1(CCCCC1)N(C(CCN1C(=NC2=C1C=CC=C2)N2CCC(CC2)C(F)F)=O)CC